C1(C=CC(N1CC(=O)C(C(=S)[O-])C(CN1C(C=CC1=O)=O)=O)=O)=O bis-maleimidoacetylthioacetate